CC=1C2=C(N=C3C=CC=CC3=C2C=C(C1)C)C(F)(F)F 7,9-dimethyl-6-trifluoromethylphenanthridine